OCCN1CCN(CC1)CC 2-[4-(2-hydroxyethyl)piperazin-1-yl]ethane